C(C1=CC=CC=C1)N1CC(OC(C1CO[Si](C1=CC=CC=C1)(C1=CC=CC=C1)C(C)(C)C)C)(F)F 4-Benzyl-5-(((tert-butyldiphenylsilyl)oxy)methyl)-2,2-difluoro-6-methylmorpholine